4-(1-((5-fluoropyridin-2-yl)carbamoyl)cyclobutyl)benzamide FC=1C=CC(=NC1)NC(=O)C1(CCC1)C1=CC=C(C(=O)N)C=C1